CC1=CC(=O)OC2=C1C=CC(=C2)O[C@H]3[C@@H]([C@H]([C@H](CO3)O)O)O The molecule is an alpha-L-arabinopyranoside having a 4-methylumbelliferyl substituent at the anomeric position It has a role as a chromogenic compound. It is an alpha-L-arabinopyranoside, a member of coumarins and a monosaccharide derivative. It derives from a 4-methylumbelliferone.